N-[5-[[2-[(1S,5R)-3-azabicyclo[3.2.1]octan-3-yl]acetyl]amino]-2-methyl-3-pyridyl]-6-(1-methylpyrazol-4-yl)triazolo[1,5-a]pyridine-3-carboxamide [C@H]12CN(C[C@H](CC1)C2)CC(=O)NC=2C=C(C(=NC2)C)NC(=O)C=2N=NN1C2C=CC(=C1)C=1C=NN(C1)C